FC1=CC=C(C=C1)C1=CC(=C(C=N1)CNC(OC(C)(C)C)=O)C1=NN(C=N1)C(C1=CC=CC=C1)(C1=CC=CC=C1)C1=CC=CC=C1 tert-butyl (6-(4-fluorophenyl)-4-(1-trityl-1H-1,2,4-triazol-3-yl)pyridin-3-yl)methylcarbamate